2-fluoro-4-((9-(3-hydroxy-bicyclo[3.2.1]oct-8-yl)-7-methyl-8-oxo-8,9-dihydro-7H-purin-2-yl)amino)-5-methylbenzamide FC1=C(C(=O)N)C=C(C(=C1)NC1=NC=C2N(C(N(C2=N1)C1C2CC(CC1CC2)O)=O)C)C